1-(quinoxalin-6-yl)urea N1=CC=NC2=CC(=CC=C12)NC(=O)N